ClC1=CC=C2N=CC(=NC2=C1)OCC1NC2CC(C1C)C2 TRANS-7-chloro-2-((4-methyl-2-azabicyclo[3.1.1]heptan-3-yl)methoxy)quinoxaline